C(C)SC1=C(C(=CC(=C1)NCC1=CC=C(C=C1)F)C)NC(CC(C)(C)C)=O N-(2-(ethylsulfanyl)-4-((4-fluorobenzyl)amino)-6-methylphenyl)-3,3-dimethylbutyramide